1-ethoxymethyl-5-((triethylsiloxy)methyl)imidazole C(C)OCN1C=NC=C1CO[Si](CC)(CC)CC